BrC=1C=C(C2=CC=CC=C2C1)CNC(OC(C)(C)C)=O tert-butyl (3-bromo-1-naphthyl)methylcarbamate